N[C@@H]([C@@H](C)CC)C(=O)N1[C@@H](CCC1)C(=O)N[C@@H](CC(=O)O)C(N)=O L-isoleucyl-L-prolyl-L-alpha-asparagine